4-methyl-4-(4-methylphenyl-azo)-2-naphthol CC1(CC(=CC2=CC=CC=C12)O)N=NC1=CC=C(C=C1)C